N-(5-bromo-4-(2-hydroxyethyl)pyridin-2-yl)pivalamide BrC=1C(=CC(=NC1)NC(C(C)(C)C)=O)CCO